cis-5-(5-((7-ethyl-6-carbonyl-5,6-dihydro-1,5-naphthyridin-3-yl)methyl)-2,5-diazabicyclo[4.2.0]octan-2-yl)-N-methylpyridine-2-carboxamide C(C)C=1C(NC=2C=C(C=NC2C1)CN1CCN([C@@H]2CC[C@H]12)C=1C=CC(=NC1)C(=O)NC)=C=O